N[C@H]1C[C@H](C1)N1N=C(C=2C1=NC(=NC2N2[C@@H](CCC2)CO)NC=2N=CN(C2)C2=CC(=C(C(=C2)OC)OC)OC)C ((S)-1-(1-((cis)-3-aminocyclobutyl)-3-methyl-6-((1-(3,4,5-trimethoxyphenyl)-1H-imidazol-4-yl)amino)-1H-pyrazolo[3,4-d]pyrimidin-4-yl)pyrrolidin-2-yl)methanol